tertbutyl (2-chloroethyl)carbamate ClCCNC(OC(C)(C)C)=O